I.N1C=NC=C1 imidazole hydroiodic acid salt